O1COC2=C1C=CC=C2CNCC2=C(C=NC=C2)N2CCCCC2 1-(1,3-benzodioxol-4-yl)-N-[[3-(1-piperidyl)-4-pyridyl]methyl]-methanamin